C=1(C(=CC=C2C=CC=CC12)O)C=1C(=CC=C2C=CC=CC12)O (R)-1,1'-binaphthyl-2,2'-diol